ClC=1C(=C(NC=2C3=C(N=CN2)C=NC(=C3)[C@H]3CN(CCC3)C(C=C)=O)C=CC1)F 1-[(3R)-3-[4-(3-chloro-2-fluoro-anilino)pyrido[3,4-d]pyrimidin-6-yl]-1-piperidyl]prop-2-en-1-one